ClC1=C(C=C(C=C1OC)OC)C1=CC2=C(N=C(N=C2)NC2=CC=C(C=C2)N2CCNCC2)N2C1=NN=C2 6-(2-chloro-3,5-dimethoxyphenyl)-N-(4-(piperazin-1-yl)phenyl)-[1,2,4]triazolo[4',3':1,6]pyrido[2,3-d]pyrimidin-2-amine